O=C1NC(CCC1N1C(N(C2=C1C=CC=C2N2CCC(CC2)N(CCCNC(OC(C)(C)C)=O)C)C)=O)=O 1-Tert-butyl N-[3-[[1-[1-(2,6-dioxo-3-piperidyl)-3-methyl-2-oxo-benzimidazol-4-yl]-4-piperidyl]-methyl-amino]propyl]carbamate